N1C=NC2=C1C=C(C=C2)C#N 1H-benzo[d]imidazole-6-carbonitrile